N1=NN=NC(=C1N)N tetrazinediamine